COC(C1=C(C=C(C=C1)Br)C#N)=O 4-bromo-2-cyanobenzoic acid methyl ester